7-((4-(2-fluoro-6-(methylcarbamoyl)pyridin-3-yl)piperazin-1-yl)methyl)-3-fluoropyrazolo[1,5-a]quinoxalin-4(5H)-one FC1=NC(=CC=C1N1CCN(CC1)CC=1C=C2NC(C=3N(C2=CC1)N=CC3F)=O)C(NC)=O